C1=CC(=CC=C1[N+](=O)[O-])OC2[C@@H]([C@H]([C@@H]([C@H](O2)C(=O)O)O[C@@H]3[C@@H]([C@H]([C@@H]([C@H](O3)CO)O[C@H]4[C@@H]([C@H]([C@@H]([C@H](O4)C(=O)O)O[C@@H]5[C@@H]([C@H]([C@@H]([C@H](O5)CO)O[C@H]6[C@@H]([C@H]([C@@H]([C@H](O6)C(=O)O)O[C@@H]7[C@@H]([C@H]([C@@H]([C@H](O7)CO)O[C@H]8[C@@H]([C@H]([C@@H]([C@H](O8)C(=O)O)O[C@@H]9[C@@H]([C@H]([C@@H]([C@H](O9)CO)O)O)NS(=O)(=O)O)O)O)O)NS(=O)(=O)O)O)OS(=O)(=O)O)O)NS(=O)(=O)O)O)OS(=O)(=O)O)O)NS(=O)(=O)O)O)O The molecule is an amino octasaccharide comprising four D-GlcNS residues, two D-GlcA(2S) residues and two D-GlcA residues (with one at the reducing end joined to 4-nitrophenol via a glycosidic linkage). It is an amino octasaccharide, a carbohydrate acid derivative and an oligosaccharide sulfate.